ClC=1N=C(C2=C(N1)C(=CN2COCC[Si](C)(C)C)I)Cl 2-[(2,4-dichloro-7-iodo-pyrrolo[3,2-d]pyrimidin-5-yl)methoxy]ethyl-trimethyl-silane